9,9',9'',9'''-(4-cyano-6-(2,6-diphenylpyrimidin-4-yl)benzene-1,2,3,5-tetrayl)tetrakis(9H-carbazole-3,6-dicarbonitrile) C(#N)C1=C(C(=C(C(=C1N1C2=CC=C(C=C2C=2C=C(C=CC12)C#N)C#N)C1=NC(=NC(=C1)C1=CC=CC=C1)C1=CC=CC=C1)N1C2=CC=C(C=C2C=2C=C(C=CC12)C#N)C#N)N1C2=CC=C(C=C2C=2C=C(C=CC12)C#N)C#N)N1C2=CC=C(C=C2C=2C=C(C=CC12)C#N)C#N